Cl.N1(CCNCC1)C1=NC2=CC=CC=C2C(N1)=O 2-Piperazin-1-yl-3H-quinazolin-4-one hydrochloride